Tert-butyl 3-[3-(benzyloxy)-2-(1,3-dioxolan-2-yl)phenyl]-2,5-dihydropyrrole-1-carboxylate C(C1=CC=CC=C1)OC=1C(=C(C=CC1)C=1CN(CC1)C(=O)OC(C)(C)C)C1OCCO1